ethyl 1-chlorocarbonate C(OCC)(=O)Cl